N-(4-(2,6-dimethylmorpholino)-2-methylphenyl)-1H-indazol-5-amine CC1OC(CN(C1)C1=CC(=C(C=C1)NC=1C=C2C=NNC2=CC1)C)C